CN1CCN(CC1)C1=CC=C(C=C1)NC1=NC=C(C(=N1)NC1=C(C2=C(S1)CCCC2)C(=O)OC)[N+](=O)[O-] methyl 2-((2-((4-(4-methylpiperazin-1-yl) phenyl) amino)-5-nitropyrimidin-4-yl) amino)-4,5,6,7-tetrahydrobenzo[b]thiophene-3-carboxylate